4-BROMO-1H-PYRROLO[3,2-C]PYRIDINE-3-CARBALDEHYDE BrC1=NC=CC2=C1C(=CN2)C=O